C(CCC)O.O1CCOCC1 1,4-dioxane-n-butanol